(3-1,6-naphthyridin-6(5H)-yl)-3,6-dimethyl-6,7-dihydro-5H-pyrrolo[3,4-b]pyridin-5-one N1=CC=CC=2CN(C=CC12)C1(C=C2C(=NC1)CN(C2=O)C)C